FC(C(C(F)(F)F)(F)F)(C(=O)[O-])F.C(CCCCCCC)OC1=CC=C(C=C1)[S+](C1=CC=CC=C1)C1=CC=C(C=C1)OCCCCCCCC bis(4-octyloxyphenyl)phenyl-sulfonium perfluoropropane-1-carboxylate